2,4,6-Trimethyl-3-((2-methyl-1H-imidazol-1-yl)methyl)benzonitrile oxide CC1=C(C#[N+][O-])C(=CC(=C1CN1C(=NC=C1)C)C)C